O-(2-methoxyethyl)hydroxylamine COCCON